[Na+].OC1=C(C(=O)[O-])C=C(C=C1)O 2,5-dihydroxybenzoate sodium